2-[[((2-phenylbutyl)methyl)hydroxyphosphinyl]methyl]pentanedioic acid C1(=CC=CC=C1)C(CCP(=O)(O)CC(C(=O)O)CCC(=O)O)CC